2-methyl-5-(trifluoromethyl)-N-[[3-[2-(trifluoromethyl)-4-pyridyl]-1,2,4-oxadiazol-5-yl]methyl]pyrazole-3-carboxamide CN1N=C(C=C1C(=O)NCC1=NC(=NO1)C1=CC(=NC=C1)C(F)(F)F)C(F)(F)F